Cl.Cl.ClCCN1CCN(CC1)C 1-(2-chloroethyl)-4-methylpiperazine dihydrochloride